C(=O)=C1NC=C2N1C=CC=C2 3-CARBONYL-IMIDAZO[1,5-A]PYRIDINE